F[B-](F)(F)F.C1(CCCCC1)[PH+](C1CCCCC1)C1CCCCC1 tris(cyclohexyl)phosphonium tetrafluoroborate